3',6'-bis(diethylamino)-2-(4-Nitrophenyl)Spiro[isoindole-1,9'-xanthene]-3-one C(C)N(C=1C=CC=2C3(C4=CC=C(C=C4OC2C1)N(CC)CC)N(C(C1=CC=CC=C13)=O)C1=CC=C(C=C1)[N+](=O)[O-])CC